Cl.ClC=1C(=NC=C(C1)C(F)(F)F)NCC 3-chloro-5-(trifluoromethyl)-2-ethylaminopyridine hydrochloride